ClC1=C(C=C(C(=O)N(C)[C@H]2COCC=3NC(C=4C=C(C(=CC4C32)F)F)=O)C=C1)F (R)-4-Chloro-N-(8,9-difluoro-6-oxo-1,4,5,6-tetrahydro-2H-pyrano[3,4-c]isoquinolin-1-yl)-3-fluoro-N-methylbenzamide